tert-Butyl 4-(4-benzyloxyphenyl)-3,6-dihydro-2H-pyridine-1-carboxylate C(C1=CC=CC=C1)OC1=CC=C(C=C1)C=1CCN(CC1)C(=O)OC(C)(C)C